5-(4-chloro-2-fluoro-5-methoxyphenyl)-1-methyl-1H-pyrazole-4-carboxylic acid ethyl ester C(C)OC(=O)C=1C=NN(C1C1=C(C=C(C(=C1)OC)Cl)F)C